FC(O[C@H]1C[C@@H](CCC1)N1N=C(C2=C1CC([C@H]2O)(F)F)C(F)(F)F)F (4S)-1-[(1R,3R)-3-(difluoromethoxy)cyclohexyl]-5,5-difluoro-3-(trifluoromethyl)-1H,4H,5H,6H-cyclopenta[c]pyrazol-4-ol